6,7-dichloro-3-((4-chloropyridin-3-yl)methyl)-1,3,4,9-tetrahydro-[1,2,6]thiadiazino[4,3-g]indole 2,2-dioxide ClC=1C=2C(=CNC2C2=C(C1)CN(S(N2)(=O)=O)CC=2C=NC=CC2Cl)Cl